COC(COC1=CC=C(C(=O)O)C=C1)CC1=NN(C=C1)C 4-(2-methoxy-3-(1-methyl-1H-pyrazol-3-yl)propoxy)benzoic acid